ClC=1C=C(COC(=O)N[C@H](C(=O)N[C@H](C(=O)OC)CCC(=O)N2CCOCC3=C2C=CC=C3)CC3CCCCC3)C=CC1 methyl (S)-2-((S)-2-((((3-chlorobenzyl)oxy)carbonyl)amino)-3-cyclohexylpropanamido)-5-(2,3-dihydrobenzo[e][1,4]oxazepin-1(5H)-yl)-5-oxopentanoate